3-tert-butyl-1-{1-[(1S)-1-[2-fluoro-5-(2,2,2-trifluoro-1-hydroxyethyl)phenyl]ethyl]-2-oxoquinoxalin-6-yl}urea C(C)(C)(C)NC(NC=1C=C2N=CC(N(C2=CC1)[C@@H](C)C1=C(C=CC(=C1)C(C(F)(F)F)O)F)=O)=O